2-((1-((5-hydroxy-4-oxo-4H-pyran-2-yl)methyl)-1H-1,2,3-triazol-4-yl)methoxy)benzaldehyde OC=1C(C=C(OC1)CN1N=NC(=C1)COC1=C(C=O)C=CC=C1)=O